2-((2-(bis(2-hydroxylauryl)amino)ethyl)piperazin-1-yl)ethylurea OC(CN(CCC1N(CCNC1)CCNC(=O)N)CC(CCCCCCCCCC)O)CCCCCCCCCC